(R)-7-(3-bromophenyl)-6,7-dihydro-5H-pyrrolo[1,2-a]imidazol-7-ol BrC=1C=C(C=CC1)[C@@]1(CCN2C1=NC=C2)O